11-(hydroxyimino)-9-methoxypyrido[2',3':4,5]pyrimido[1,2-a]indole-5(11H)-one ON=C1C=2N(C=3C=CC(=CC13)OC)C(C1=C(N2)N=CC=C1)=O